[Si](C)(C)(C(C)(C)C)O[C@H](CN1N=CC(=C1C(F)(F)F)C(=O)OCC)C Ethyl (S)-1-(2-((tert-butyldimethylsilyl)oxy)propyl)-5-(trifluoromethyl)-1H-pyrazole-4-carboxylate